1-(4-(3-Methyl-1-tosyl-1H-indol-2-yl)phenyl)ethan-1-one CC1=C(N(C2=CC=CC=C12)S(=O)(=O)C1=CC=C(C)C=C1)C1=CC=C(C=C1)C(C)=O